C(=C)C1=CC=C(C=C1)C=1C=NC=CC1 3-(4-vinylphenyl)pyridine